COC1=CC=C(CN(C=2C=C(C=O)C=C(C2)C)CC2=CC=C(C=C2)OC)C=C1 3-(bis(4-methoxybenzyl)amino)-5-methylbenzaldehyde